3-((tert-butoxycarbonyl)((S)-2-hydroxy-3-(3-sulfamoylphenoxy)propyl)amino)-1-oxa-8-azaspiro[4.5]decane-8-carboxylic acid (R)-benzyl ester C(C1=CC=CC=C1)OC(=O)N1CCC2(CC(CO2)N(C[C@@H](COC2=CC(=CC=C2)S(N)(=O)=O)O)C(=O)OC(C)(C)C)CC1